BrC1(C(C=C)C=CC=C1)[N+](=O)[O-] 2-bromo-2-nitrostyrene